(4-(trifluoromethyl)phenyl)magnesium bromide FC(C1=CC=C(C=C1)[Mg]Br)(F)F